N-((3S,4R)-3-fluoro-1-(oxetan-3-yl-3-d)piperidin-4-yl)-4-methoxy-5-(1-(2,2,2-trifluoroethyl)-1H-benzo[d][1,2,3]triazol-6-yl)pyrrolo[2,1-f][1,2,4]triazin-2-amine F[C@H]1CN(CC[C@H]1NC1=NN2C(C(=N1)OC)=C(C=C2)C=2C=CC1=C(N(N=N1)CC(F)(F)F)C2)C2(COC2)[2H]